6-fluoroimidazo[1,2-a]pyridine-3-carboxylic acid FC=1C=CC=2N(C1)C(=CN2)C(=O)O